S(=O)(=O)(OCCCCCCCCCCCCCCCCCCCC)[O-] eicosyl sulfate